CC=1OC2=NC=CC=C2N1 methyloxazolo[5,4-b]pyridin